CNC(O[C@@H]1CC[C@H](CC1)C(N(C[C@@H]1CC[C@H](CC1)C1=NC(=C(C=C1)OC)C)C1=CC(=CC=C1)C=1C=NN(C1)CCCC)=O)=O trans-4-((3-(1-(trans-Butyl)-1H-pyrazol-4-yl)phenyl)((trans-4-(5-methoxy-6-methylpyridin-2-yl)cyclohexyl)methyl) carbamoyl)cyclohexyl methylcarbamate